Dimethyl-para-toluidine CC1=CC=C(C=C1)N(C)C